2,4,6-tris(9-(pyrimidin-4-yl)-9H-[3,9'-bicarbazol]-6-yl)-1,3,5-triazine N1=CN=C(C=C1)N1C2=CC=C(C=C2C=2C=C(C=CC12)N1C2=CC=CC=C2C=2C=CC=CC12)C1=NC(=NC(=N1)C=1C=C2C=3C=C(C=CC3N(C2=CC1)C1=NC=NC=C1)N1C2=CC=CC=C2C=2C=CC=CC12)C=1C=C2C=3C=C(C=CC3N(C2=CC1)C1=NC=NC=C1)N1C2=CC=CC=C2C=2C=CC=CC12